C(C)(C)(C)OC(=O)N(CCN1CCN(CC1)C1=NC=C(C(=O)OCC)C=C1)C ethyl 6-(4-(2-((tert-butoxycarbonyl)(methyl)amino)ethyl)piperazin-1-yl)nicotinate